4-(N,N'-diphenyl-amino)phenyl-triphenylamine C1(=CC=CC=C1)N(C1=CC=CC=C1)C1=CC=C(C=C1)C1=C(C=CC=C1)N(C1=CC=CC=C1)C1=CC=CC=C1